CC1=C(C(=CC(=C1N)CC)CC)N 2-methyl-4,6-diethyl-1,3-phenylene-diamine